6-(4-(4-Chlorophenyl)-5-hydroxy-1H-pyrazol-1-yl)nicotinic acid ClC1=CC=C(C=C1)C=1C=NN(C1O)C1=NC=C(C(=O)O)C=C1